4,5-bis(diphenylphosphino)-9,9-di-methylxanthene C1(=CC=CC=C1)P(C1=CC=CC=2C(C3=CC=CC(=C3OC12)P(C1=CC=CC=C1)C1=CC=CC=C1)(C)C)C1=CC=CC=C1